CN1C(C(=C(C=C1C)C(F)(F)F)C1=C(C=C(C=C1)C[C@@H](C(=O)O)NC(C1=C(C=C(C=C1C)N1[C@H](COCC1)C(F)(F)F)F)=O)C)=O (S)-3-(4-(1,6-dimethyl-2-oxo-4-(trifluoromethyl)-1,2-dihydropyridin-3-yl)-3-methylphenyl)-2-(2-fluoro-6-methyl-4-((R)-3-(trifluoromethyl)morpholino)benzamido)propanoic acid